2-(2,4-dinitrophenylthio)benzoate [N+](=O)([O-])C1=C(C=CC(=C1)[N+](=O)[O-])SC1=C(C(=O)[O-])C=CC=C1